FC(OC1=C(C=CC=C1)N=NC1=CC=C(C=C1)O)(F)F 4-(trifluoromethoxyphenyl-diazenyl)phenol